NC=1C2=C(N(C(N1)=O)C1=C(C(=CC=C1)F)F)N=C(C=C2)C2CC2 4-amino-7-cyclopropyl-1-(2,3-difluorophenyl)pyrido[2,3-d]pyrimidin-2(1H)-one